C(#N)C1=C(NC=2C(=C3C(N(C=NC3=CC2)[C@@H]2COC3(C2)CCN(CC3)C(=O)OC(C)(C)C)=O)F)C(=CC=C1F)F tert-butyl (3S)-3-[6-(2-cyano-3,6-difluoro-anilino)-5-fluoro-4-oxo-quinazolin-3-yl]-1-oxa-8-azaspiro[4.5]decane-8-carboxylate